3-chloro-N-propyl-aniline ClC=1C=C(NCCC)C=CC1